N-(5-(1-(3,5-difluorophenyl)-2-hydroxyethyl)-1H-indazol-3-yl)-4-(4-methylpiperazin-1-yl)-2-((tetrahydro-2H-pyran-4-yl)amino)benzamide FC=1C=C(C=C(C1)F)C(CO)C=1C=C2C(=NNC2=CC1)NC(C1=C(C=C(C=C1)N1CCN(CC1)C)NC1CCOCC1)=O